(2S,4R)-N-(4-chloro-2-hydroxybenzyl)-4-hydroxy-1-((R)-3-methyl-2-(3-methylisoxazol-5-yl)butanoyl)pyrrolidine-2-carboxamide ClC1=CC(=C(CNC(=O)[C@H]2N(C[C@@H](C2)O)C([C@H](C(C)C)C2=CC(=NO2)C)=O)C=C1)O